8-methoxypyrido[3,4-d]pyrimidin-4(3H)-one COC1=NC=CC2=C1N=CNC2=O